[Al].[Cr].[Fe].[B] boron iron-chromium-aluminum